(S)-2-amino-2-methylnon-8-enoic acid N[C@](C(=O)O)(CCCCCC=C)C